Diethylen glycol dibenzoate C(C1=CC=CC=C1)(=O)OCCOCCOC(C1=CC=CC=C1)=O